(S)-3-methyl-4-(pyrrolidine-1-carbonyl)piperazine-1-carboxylic acid tert-butyl ester C(C)(C)(C)OC(=O)N1C[C@@H](N(CC1)C(=O)N1CCCC1)C